di-n-propyl-1-cyclohexene-1,2-dicarboxylic acid diethyl ester C(C)OC(=O)C1=C(C(CCC1)(CCC)CCC)C(=O)OCC